Diethyl ((2-oxo-2,3-dihydrobenzo[d]oxazol-6-yl)methyl)phosphonate O=C1OC2=C(N1)C=CC(=C2)CP(OCC)(OCC)=O